C1(=CC=CC2=CC=CC=C12)/C=C/C(=O)C=1C(N(C(N(C1O)C)=C)C)=O [(2E)-3-naphthylprop-2-enoyl]-6-hydroxy-1,3-dimethyl-2-methylidene-1,2,3,4-tetrahydropyrimidin-4-one